C(C)C=1C=NC(NC1)=O 5-Ethyl-2(1H)-pyrimidone